dysprosium terbium cobalt [Co].[Tb].[Dy]